BrC=1C=C2C(=NC1)S(N(C2)C(C)(C)C)(=O)=O 5-bromo-2-(tert-butyl)-2,3-dihydroisothiazolo[5,4-b]pyridine 1,1-dioxide